2-cyclopentaneethylamine C1C(CCC1)CCN